(R)-1-(3-(4-((1-(3-(difluoromethyl)-2-fluorophenyl)ethyl)amino)-7-methoxyquinolin-6-yl)-3-fluoroazetidine-1-yl)ethan-1-one FC(C=1C(=C(C=CC1)[C@@H](C)NC1=CC=NC2=CC(=C(C=C12)C1(CN(C1)C(C)=O)F)OC)F)F